FC(C=1C(=C(C=CC1)[C@@H](C)NC1=NC(=NC=C1OCC1=CC=CC=C1)C)F)F (R)-4-((1-(3-(difluoromethyl)-2-fluorophenyl)ethyl)amino)-2-Methyl-5-benzyloxy-pyrimidine